5-((1-benzylpiperidin-4-yl)(methyl)amino)-N-(thiazol-4-yl)-4-(trifluoromethyl)pyridine-2-sulfonamide C(C1=CC=CC=C1)N1CCC(CC1)N(C=1C(=CC(=NC1)S(=O)(=O)NC=1N=CSC1)C(F)(F)F)C